6-(cyclopropanecarboxamido)-4-((2-methoxy-3-(2-methyl-2H-tetrazol-5-yl)phenyl)amino)-N-methylnicotinamide C1(CC1)C(=O)NC1=NC=C(C(=O)NC)C(=C1)NC1=C(C(=CC=C1)C=1N=NN(N1)C)OC